ClC1=CN=C(N1C)COC=1C=C(C=O)C=CC1OC 3-[(5-CHLORO-1-METHYL-1H-IMIDAZOL-2-YL)METHOXY]-4-METHOXYBENZALDEHYDE